N-(1-((1S,2R)-2-fluorocyclopropyl)-2-oxo-1,2-dihydropyridin-3-yl)-6-isopropoxy-2-((1S,4S)-1-methyl-2-oxabicyclo[2.2.1]heptan-4-yl)-2H-indazole-5-carboxamide F[C@H]1[C@H](C1)N1C(C(=CC=C1)NC(=O)C1=CC2=CN(N=C2C=C1OC(C)C)[C@@]12CO[C@@](CC1)(C2)C)=O